[Pr].[Si]=O silicon oxide praseodymium